(Z)-N-BenZyl-N-(1-(thiophen-2-yl)buta-1,3-dien-1-yl)acetamide C(C1=CC=CC=C1)N(C(C)=O)\C(=C/C=C)\C=1SC=CC1